tert-butyl (S)-2-methylpiperazin-1-carboxylate C[C@@H]1N(CCNC1)C(=O)OC(C)(C)C